BrC1=CN=CC(=N1)NC(=O)C1NC2CC2(C1)C N-(6-bromopyrazin-2-yl)-5-methyl-2-azabicyclo[3.1.0]Hexane-3-carboxamide